C(CCCCC(=O)[O-])(=O)OC1CCCC1 monocyclopentyl adipate